C(=O)C1(CCN(CC1)C(=O)OC(C)(C)C)CC#C Tert-butyl 4-formyl-4-(prop-2-yn-1-yl)piperidine-1-carboxylate